CC=1SC=2N3C(=NN=C3[C@@H](N=C(C2C1C)C1=CC=C(C=C1)O)CC=1N=NN(N1)C)C 4-[(9S)-4,5,13-trimethyl-9-[(2-methyltetrazol-5-yl)methyl]-3-thia-1,8,11,12-tetrazatricyclo[8.3.0.02,6]trideca-2(6),4,7,10,12-pentaen-7-yl]phenol